CCSC(=O)Cl S-ethyl thiochloroformate